2-Chloro-N4-(4-[N-(1,1-dimethylethyl)sulfamoyl]phenyl)-5-methylpyrimidin-4-amine ClC1=NC=C(C(=N1)NC1=CC=C(C=C1)S(NC(C)(C)C)(=O)=O)C